(pyridin-2-ylmethyl)-3-iodo-4-(4-(trifluoromethyl)phenyl)-1H-pyrrole-2,5-dione N1=C(C=CC=C1)CN1C(C(=C(C1=O)C1=CC=C(C=C1)C(F)(F)F)I)=O